(4aR,8aS)-6-(4-((7-methoxy-2-oxo-2H-chromen-4-yl)methyl)piperazine-1-carbonyl)hexahydro-2H-pyrido[4,3-b][1,4]oxazin-3(4H)-one COC1=CC=C2C(=CC(OC2=C1)=O)CN1CCN(CC1)C(=O)N1C[C@@H]2[C@@H](OCC(N2)=O)CC1